6-isopropoxy-2-((tetrahydrofuran-3-yl)methyl)-2H-pyrazolo[3,4-b]pyridine C(C)(C)OC=1C=CC=2C(N1)=NN(C2)CC2COCC2